ClC=1C(=C(NC2=C(C(=O)O)C=CC=C2)C=CC1)C=1C=C2C=NNC2=CC1 2-(3-chloro-2-(1H-indazol-5-yl)anilino)benzoic acid